4-[5-(3-phenylpyrazol-1-yl)-2-thiazol-2-yl-pyrazolo[1,5-a]pyrimidin-7-yl]morpholine C1(=CC=CC=C1)C1=NN(C=C1)C1=NC=2N(C(=C1)N1CCOCC1)N=C(C2)C=2SC=CN2